methyl (1s,4s)-4-((4-(2-(2-aminopyridin-3-yl)-5-phenyl-3H-imidazo[4,5-b]pyridin-3-yl)phenyl)carbamoyl)cyclohexane-1-carboxylate NC1=NC=CC=C1C1=NC=2C(=NC(=CC2)C2=CC=CC=C2)N1C1=CC=C(C=C1)NC(=O)C1CCC(CC1)C(=O)OC